ClC=1C(=NC=CC1)CCNC1=NC=NC(=C1Cl)CC N-(2-(3-chloropyridin-2-yl)ethyl)-5-chloro-6-ethylpyrimidin-4-amine